NC1=C(C(=NN1C(C)C)C=1C=NC(=CC1)CC(=O)NC1=CC(=NO1)C1(CC1)C)C(=O)N 5-Amino-1-isopropyl-3-[6-[2-[[3-(1-methylcyclopropyl)isoxazol-5-yl]amino]-2-oxo-ethyl]-3-pyridyl]pyrazole-4-carboxamide